methyl 2-(5-(((1S,3R)-3-(((5-bromo-2-nitrophenyl)amino)methyl)cyclopentyl)methoxy)-1-methyl-1H-pyrazol-4-yl)-6-methylisonicotinate BrC=1C=CC(=C(C1)NC[C@H]1C[C@H](CC1)COC1=C(C=NN1C)C=1C=C(C(=O)OC)C=C(N1)C)[N+](=O)[O-]